N1CCC(CC1)CN1C(CCC1)=O 1-(piperidin-4-ylmethyl)pyrrolidin-2-one